OC1=C(C(=CC(=C1)C(F)(F)F)C)C1=CC=C(N=N1)N1C[C@@H](OCC1)CNC(C(C)C)=O N-[[(2S)-4-[6-[2-hydroxy-6-methyl-4-(trifluoromethyl)phenyl]pyridazin-3-yl]morpholin-2-yl]methyl]-2-methylpropanamide